2,3-dimethylquinoxaline-5-carboxylic acid methyl ester COC(=O)C=1C=2N=C(C(=NC2C=CC1)C)C